Cl.C(C1(CC(NC1)C(=O)O)C([2H])([2H])[2H])([2H])([2H])[2H] 4,4-bis(methyl-d3)pyrrolidine-2-carboxylic acid hydrochloride